5-fluoro-2,4-pyrimidinedione FC=1C(NC(NC1)=O)=O